CC(C)(C#CC(C)(OOC(C)(C)C)C)OOC(C)(C)C 2,5-dimethyl-2,5-di(t-butyl-peroxy)-3-hexyne